5-(((3-ethyl-5-phenylpyrazolo[1,5-a]pyrimidin-7-yl)amino)methyl)pyridin-2-ol C(C)C=1C=NN2C1N=C(C=C2NCC=2C=CC(=NC2)O)C2=CC=CC=C2